ClC=1C=C(C=CC1)N1C(SC=C1C=1C=C(C(=O)NCCCCC=2SC=CC2)C=CC1)=O 3-(3-(3-chlorophenyl)-4-thiazolinonyl)-N-(4-(thiophen-2-yl)butyl)benzamide